C1(CC1)NC1COC2=C1C=CC(=C2)C(F)(F)F N-cyclopropyl-6-(trifluoromethyl)-2,3-dihydrobenzofuran-3-amine